1,1'-[1,2-ethanediylbis(thio-2,1-phenylene)]bis-1-Propanone C(CSC1=C(C=CC=C1)C(CC)=O)SC1=C(C=CC=C1)C(CC)=O